2-(1-benzyl-4-(prop-1-en-2-yl)piperidin-4-yl)acetonitrile C(C1=CC=CC=C1)N1CCC(CC1)(C(=C)C)CC#N